C1(=CC=CC=C1)C1=C2C=C(CC2=CC=C1)C1=CC=CC=C1 4-phenyl-2-phenyl-1H-indene